3-((R)-2-cyclopentyl-2-hydroxy-2-phenylacetoxy)-1,1-dimethylpyrrolidinium 4-methylbenzenesulfonate CC1=CC=C(C=C1)S(=O)(=O)[O-].C1(CCCC1)[C@](C(=O)OC1C[N+](CC1)(C)C)(C1=CC=CC=C1)O